C(#N)C1=CC(=C(COC2CC(CCC2)N2CCC(CC2)CC(=O)O)C=C1)F 2-(1-(3-((4-cyano-2-fluorobenzyl)oxy)cyclohexyl)piperidin-4-yl)acetic acid